methyl (2S)-5-amino-2-methyl-6-[[trans-4-(methoxycarbonyl)cyclohexyl]amino]-1,2,3,4-tetrahydroquinoline-1-carboxylate NC1=C2CC[C@@H](N(C2=CC=C1N[C@@H]1CC[C@H](CC1)C(=O)OC)C(=O)OC)C